3-(4-(3,4-dichlorophenyl)-5-isobutylthiazol-2-ylamino)pyridine-2-carbonitrile ClC=1C=C(C=CC1Cl)C=1N=C(SC1CC(C)C)NC=1C(=NC=CC1)C#N